N-[2-(2-methoxyphenyl)ethyl]-2,4,6-trimethylbenzene-1-sulfonamide COC1=C(C=CC=C1)CCNS(=O)(=O)C1=C(C=C(C=C1C)C)C